FC(C=1C=CC=2N(C1)C=C(N2)C=O)(F)F 6-(trifluoromethyl)imidazo[1,2-a]pyridine-2-carboxaldehyde